tert-butyl (4-(2-((1-(tetrahydro-2H-pyran-2-yl)-6-(1,2,3-thiadiazol-5-yl)-1H-pyrazolo[3,4-b]pyridin-4-yl)amino)ethoxy)butyl)carbamate O1C(CCCC1)N1N=CC=2C1=NC(=CC2NCCOCCCCNC(OC(C)(C)C)=O)C2=CN=NS2